BrC1=CC=CC=2C(=C(OC21)I)CC(F)(F)F 7-bromo-2-iodo-3-(2,2,2-trifluoroethyl)benzofuran